Ethyl 6-(4-chloro-3-methylphenyl)-3-(3,3-difluorocyclobutyl)-4-oxo-4,5-dihydropyrazolo[1,5-a]-pyrazine-2-carboxylate ClC1=C(C=C(C=C1)C=1NC(C=2N(C1)N=C(C2C2CC(C2)(F)F)C(=O)OCC)=O)C